cobalt chromium tungsten nickel aluminum [Al].[Ni].[W].[Cr].[Co]